FC(C=1C=C(C(=C(C#N)C1)C)OC1=C(N=CN(C1=O)CC=1C(=NC(=NC1C)C)OC)C(C(F)(F)F)(F)F)F 5-(difluoromethyl)-3-((1-((4-methoxy-2,6-dimethylpyrimidin-5-yl)methyl)-6-oxo-4-(perfluoroethyl)-1,6-dihydropyrimidin-5-yl)oxy)-2-methylbenzonitrile